OC(C1=CC(=CC=C1)OCCCC)C#N hydroxy-3-butoxybenzyl cyanide